(E)-N'-(1-([1,1'-biphenyl]-4-yl)ethylidene)benzohydrazide C1(=CC=C(C=C1)\C(\C)=N\NC(C1=CC=CC=C1)=O)C1=CC=CC=C1